CC1=CC(=NN1)NC1=NC=CC=C1 N-(5-methyl-1H-pyrazol-3-yl)pyridin-2-amine